N-[2-(dimethylamino)ethyl]-N-(6-methoxy-1-methylindazol-7-yl)-6-[4-(trifluoromethyl)pyrazol-1-yl]pyridine-3-sulfonamide CN(CCN(S(=O)(=O)C=1C=NC(=CC1)N1N=CC(=C1)C(F)(F)F)C=1C(=CC=C2C=NN(C12)C)OC)C